C1(CCCCC1)NC1CCCCC1.C(C)(C)(C)OC(=O)N([C@@H](CC1=CNC=N1)C(=O)O)C(=O)OC(C)(C)C bis-tert-butoxycarbonylhistidine dicyclohexylamine salt